7-[[5-(4-methylpiperazin-1-yl)-2-pyridyl]amino]-4-(1H-pyrrolo[2,3-b]pyridin-3-yl)-2,3-dihydropyrrolo[3,4-c]pyridin-1-one CN1CCN(CC1)C=1C=CC(=NC1)NC=1C2=C(C(=NC1)C1=CNC3=NC=CC=C31)CNC2=O